ClC1=C2C(N(C=NC2=CC=C1SC=1N=NC(=CN1)N1CCC2(CC1)[C@@H](C1=CC=CC=C1C2)NS(=O)C(C)(C)C)CCOC)=O N-((S)-1'-(3-((5-chloro-3-(2-methoxyethyl)-4-oxo-3,4-dihydroquinazolin-6-yl)thio)-1,2,4-triazin-6-yl)-1,3-dihydrospiro[indene-2,4'-piperidine]-1-yl)-2-methylpropane-2-sulfinamide